BrC=1C=CC(=NC1)N(C(OC(C)(C)C)=O)CC(F)(F)F tert-Butyl (5-bromopyridin-2-yl)(2,2,2-trifluoroethyl)carbamate